4-hydroxy-3-methoxy-5-nitrobenzaldehyde OC1=C(C=C(C=O)C=C1[N+](=O)[O-])OC